4-hydroxy-α,α-dideutero-N,N-di(trideuteromethyl)tryptamine-4-glutarate OC1(C=CC=C2N=CC(CCN(C([2H])([2H])[2H])C([2H])([2H])[2H])=C12)C(CC(C(=O)[O-])([2H])[2H])C(=O)[O-]